ClC1=C2C(=NC(=C1)C#N)C(=CN2COCC[Si](C)(C)C)C 7-chloro-3-methyl-1-((2-(trimethylsilyl)ethoxy)methyl)-1H-pyrrolo[3,2-b]pyridine-5-carbonitrile